C(C1=CC=CC=C1)OC(=O)N(C=1C=C(C=CC1)N1CC2(CN(C2)C(=O)OC(C)(C)C)C1)C tert-butyl 6-[3-[benzyloxycarbonyl (methyl) amino] phenyl]-2,6-diazaspiro[3.3]heptane-2-carboxylate